CC(C)(C)S(=O)N[C@H](C)C1=NC=CN=C1C=1OCC(N(N1)C)=O 2-methyl-N-[(1R)-1-[3-(4-methyl-5-oxo-1,3,4-oxadiazin-2-yl)pyrazin-2-yl]ethyl]propane-2-sulfinamide